C(C)(C)(C)OC(NC1CCC(CC1)[C@@H](C)NC)=O (R)-(4-(1-(methylamino)ethyl)cyclohexyl)carbamic acid tert-butyl ester